FC(C1=CC=C(C=C1)C(C(=O)O)CC)(F)F 2-(4-(trifluoromethyl)phenyl)butanoic acid